C(C(=C)C)(=O)OCCCCCCOC1=CC=C(C=C1)\N=N\C1=CC=C(C=C1)CCCC (E)-6-(4-((4-butylphenyl)diazenyl)phenoxy)hexyl methacrylate